tri(2-methylphenyl) borate B(OC1=C(C=CC=C1)C)(OC1=C(C=CC=C1)C)OC1=C(C=CC=C1)C